C(#N)/C(/C(=O)NC1=NC=C(C=N1)SC1=CC=CC=C1)=C(\C=1C=NOC1C)/O (Z)-2-cyano-3-hydroxy-3-(5-methylisoxazol-4-yl)-N-(5-phenylthiopyrimidin-2-yl)prop-2-enamide